C(C1=CC=CC=C1)N1C(OC2=C1C=CC=C2)C2OCCC2 N-benzyl-2-(oxolan-2-yl)-1,3-benzoxazole